2-(2-(difluoromethoxy)-7-methylquinoxalin-5-yl)thiazole-4-carboxylic acid FC(OC1=NC2=CC(=CC(=C2N=C1)C=1SC=C(N1)C(=O)O)C)F